Methyl 4-(2-methylthiazol-5-yl)-2,4-dioxobutanoate CC=1SC(=CN1)C(CC(C(=O)OC)=O)=O